N=1C=CC2=CC(C=CC12)=O Indol-5-one